N-(4-cyano-2-fluorophenyl)-4-{[3-(dimethylamino)phenyl]methyl}-1H-pyrrole-3-sulfonamide C(#N)C1=CC(=C(C=C1)NS(=O)(=O)C1=CNC=C1CC1=CC(=CC=C1)N(C)C)F